2-[(3S)-oxolan-3-yl]acetonitrile O1C[C@H](CC1)CC#N